C[S+](C1=CC=C(C=C1)O)C dimethyl-(p-hydroxyphenyl)sulfonium